NC=1C=C(C=NC1)CN(C(OC(C)(C)C)=O)CCS(=O)(=O)C tert-Butyl ((5-aminopyridin-3-yl)methyl)(2-(methylsulfonyl)ethyl)carbamate